1-((8,8-dimethyl-1-oxaspiro[4.5]dec-2-yl)oxy)pentan-2-ol CC1(CCC2(CCC(O2)OCC(CCC)O)CC1)C